O1NC=CCCC1 2,5,6,7-tetrahydro-1,2-oxaazepine